rac-tert-butyl ((1R,4R)-1-methyl-7-(trifluoromethyl)isochroman-4-yl)carbamate C[C@H]1OC[C@@H](C2=CC=C(C=C12)C(F)(F)F)NC(OC(C)(C)C)=O |r|